octane trihydrochloride Cl.Cl.Cl.CCCCCCCC